4-aminoimidazole-5-carboxamide NC=1N=CNC1C(=O)N